ClC1=CC(=C(C=C1)S(=O)(=O)N[C@@H]([C@H](C)C1=C(C(=CC=C1F)C1=NN(C=C1)C)C)C=1OC(NN1)=O)OC 4-chloro-N-((1S,2R)-2-(6-fluoro-2-methyl-3-(1-methyl-1H-pyrazol-3-yl)phenyl)-1-(5-oxo-4,5-dihydro-1,3,4-oxadiazol-2-yl)propyl)-2-methoxybenzenesulfonamide